ClC=1C(=C(C=CC1F)N(C(=O)[C@H]1N(C(N(C1)CCO)=O)C1=NC(=CC(=C1)C(F)(F)F)C)C)F (4S)-N-(3-chloro-2,4-bis-fluoro-phenyl)-1-(2-hydroxyethyl)-N-methyl-3-[6-methyl-4-(trifluoromethyl)-2-pyridinyl]-2-oxo-imidazolidine-4-carboxamide